ClC=1C(=NC=CC1)[C@H](C(C)C)NC1=NC=C(C=N1)C=1SC(=CN1)C#N 2-(2-{[(1S)-1-(3-chloro(2-pyridyl))-2-methylpropyl]amino}pyrimidin-5-yl)-1,3-thiazole-5-carbonitrile